C(CCCC\C=C/CC=CCC=CCC=CCCC=CC)(=O)O (Z)-6,9,12,15,19-heneicosapentaenoic acid